C(C)(C)(C)OC(=O)N[C@@H]1C(N(CC1)[C@@]1(CN2C([C@H]([C@H]2S1)NC(CC1=CC=CC=C1)=O)=O)C(=O)OC(C1=CC=CC=C1)C1=CC=CC=C1)=O Benzhydryl (3R,5R,6R)-3-((S)-3-((tert-butoxycarbonyl)amino)-2-oxopyrrolidin-1-yl)-7-oxo-6-(2-phenylacetamido)-4-thia-1-azabicyclo[3.2.0]heptane-3-carboxylate